Cl.FC([C@H](N)C1=CC=C(C=C1)F)F (R)-2,2-difluoro-1-(4-fluorophenyl)ethan-1-amine hydrochloride